(cis)-Methyl 4-(2-chloro-4-fluorophenyl)-6-(4-(N-(2-hydroxy-ethyl)methylsulfonamido)cyclohexyl)-2-(thiazol-2-yl)-1,4-dihydropyrimidine-5-carboxylate ClC1=C(C=CC(=C1)F)C1N=C(NC(=C1C(=O)OC)[C@@H]1CC[C@@H](CC1)N(S(=O)(=O)C)CCO)C=1SC=CN1